3-(5-methoxypyridin-2-yl)-N-(2-morpholinopyrimidin-4-yl)isoxazol-5-amine COC=1C=CC(=NC1)C1=NOC(=C1)NC1=NC(=NC=C1)N1CCOCC1